5-acetyl-4-(benzo[b]thiophen-3-yl)-2,6-dimethyl-N-phenyl-1,4-dihydropyridine-3-carboxamide C(C)(=O)C=1C(C(=C(NC1C)C)C(=O)NC1=CC=CC=C1)C=1C2=C(SC1)C=CC=C2